B([O-])([O-])[O-].[Li+].[Li+].[Li+] tri-lithium borate